BrC1=CC2=CN(N=C2C=C1)C(C(=O)OC)C methyl 2-(5-bromo-2H-indazol-2-yl)propanoate